C(#C)C1=C2C(=CC(=CC2=CC=C1)O)C=1C(=C2N=CN=C3C2=C(O[C@H]([C@@H]2[C@@H]4CC[C@H](CN32)N4)C)N1)F 5-ethynyl-4-((5S,5aS,6S,9R)-1-fluoro-5-methyl-5a,6,7,8,9,10-hexahydro-5H-4-oxa-3,10a,11,13,14-pentaaza-6,9-methanonaphtho[1,8-ab]heptalen-2-yl)naphthalen-2-ol